6,8-disulfo-2-naphthoic acid S(=O)(=O)(O)C=1C=C2C=CC(=CC2=C(C1)S(=O)(=O)O)C(=O)O